C(C)(C)(C)OC(=O)N[C@H](COC1=CC=C(C=C1)C=1C=C2C(=CC=NC2=CC1)C(=O)O)CC1=CC2=CC=CC=C2C=C1 (S)-6-(4-(2-((tert-butoxycarbonyl)amino)-3-(naphthalen-2-yl)propoxy)phenyl)quinoline-4-carboxylic acid